(2-bromophenyl)(methyl)-sulfane BrC1=C(C=CC=C1)SC